(S)-2-(6-Chloro-2-((R)-3-methoxypyrrolidine-1-carbonyl)-1,2,3,4-tetrahydroisoquinolin-8-yl)pyrrolidine-1-carboxylic acid tertiary Butyl ester C(C)(C)(C)OC(=O)N1[C@@H](CCC1)C=1C=C(C=C2CCN(CC12)C(=O)N1C[C@@H](CC1)OC)Cl